C(C)OC(=O)OCCOC(=O)OCC 1,2-bis(ethoxycarbonyloxy)ethane